N-(2-tert-butylphenyl)maleimide C(C)(C)(C)C1=C(C=CC=C1)N1C(C=CC1=O)=O